CC=1C=C(C=C(C1OC)C)P(C=1[C-](C=CC1)[C@@H](C)P(C(C)(C)C)C(C)(C)C)C1=CC(=C(C(=C1)C)OC)C.[CH-]1C=CC=C1.[Fe+2] (R)-1-[(S)-2-[bis-(3,5-dimethyl-4-methoxyphenyl)phosphino]ferrocenyl]ethyl-di-tert-butylphosphine